tert-butyl 5-bromo-1-(methoxymethyl)-3-oxo-isoindoline-2-carboxylate BrC=1C=C2C(N(C(C2=CC1)COC)C(=O)OC(C)(C)C)=O